COC(=O)C1CN(CCN1CC1=CC=CC=C1)C(=O)OCC1=CC=CC=C1 4-Benzylpiperazine-1,3-dicarboxylic acid 1-benzyl 3-methyl ester